BrC1=C(C=C2C=C(N=CC2=C1)C(=O)O)C(F)(F)P(=O)(OCC)OCC 7-bromo-6-((diethoxyphosphoryl)difluoromethyl)isoquinoline-3-carboxylic acid